C12CCCC2C1 bicyclo[3.1.0]-hexane